1-((3S,4R)-3-((2-((1-ethyl-1H-pyrazol-4-yl)amino)-5-methyl-7H-pyrrolo[2,3-d]pyrimidin-4-yl)oxy)-4-fluoropiperidin-1-yl)prop-2-en-1-one C(C)N1N=CC(=C1)NC=1N=C(C2=C(N1)NC=C2C)O[C@H]2CN(CC[C@H]2F)C(C=C)=O